N1(CCC1)CC1=C(C=C(C(=O)NC2=CC(=CC=C2)[C@H](C)NC=2C=NC=3C(N2)=NN(C3)CC)C=C1)Cl (S)-4-(azetidin-1-ylmethyl)-3-chloro-N-(3-(1-((2-ethyl-2H-pyrazolo[3,4-b]pyrazin-6-yl)amino)ethyl)phenyl)benzamide